C(C)(C)(C)OC(=O)N[C@@H](CC1=CC=CC=C1)C(=O)OCCCCCCCCCCCCCCCCCCC nonadecyl (tert-butoxycarbonyl)-L-phenylalaninate